ClC1=NC=C(C(=N1)NC1=C(C=C(C=C1)C)OC(C)C)C#N 2-chloro-4-((2-isopropoxy-4-methylphenyl)amino)pyrimidine-5-carbonitrile